C1(CCCCC1)COC1=C(C(=CC(=C1C)O)O)C(=O)N1CC2=CC=C(C=C2CC1)CN(C)C (2-(Cyclohexylmethoxy)-4,6-dihydroxy-3-methylphenyl)(6-((dimethylamino)methyl)-3,4-dihydroisoquinolin-2(1H)-yl)methanone